tert-butyl (2R,3S,4S)-4-[(tert-butoxycarbonyl)oxy]-2-[(4-methoxyphenyl)methyl]-3-[1-(oxane-4-carbonyl)azetidine-3-carbonyloxy]pyrrolidine-1-carboxylate C(C)(C)(C)OC(=O)O[C@@H]1[C@H]([C@H](N(C1)C(=O)OC(C)(C)C)CC1=CC=C(C=C1)OC)OC(=O)C1CN(C1)C(=O)C1CCOCC1